Cl.N1[C@@H](CCC1)C(C)NC(=O)C1=CN(CCS1)C=1C2=C(N=CN1)NC=C2 N-(1-((S)-pyrrolidin-2-yl)ethyl)-4-(7H-pyrrolo[2,3-d]pyrimidin-4-yl)-3,4-dihydro-2H-1,4-thiazine-6-carboxamide hydrochloride